FC1=C(C=CC(=C1)F)C1=CN(C2=NC=CC(=C21)OC2=C(C=C(C=C2F)NC(=O)NCC2(COC2)F)F)COCC[Si](C)(C)C N-(4-{[3-(2,4-difluorophenyl)-1-{[2-(trimethylsilyl)ethoxy]methyl}-1H-pyrrolo[2,3-b]pyridin-4-yl]oxy}-3,5-difluorophenyl)-N'-[(3-fluorooxetan-3-yl)methyl]urea